methyl (S)-3-(4-(5-methoxy-2-methyl-3-oxo-2,3-dihydropyridazin-4-yl)naphthalen-1-yl)-2-(tritylamino)propanoate COC1=C(C(N(N=C1)C)=O)C1=CC=C(C2=CC=CC=C12)C[C@@H](C(=O)OC)NC(C1=CC=CC=C1)(C1=CC=CC=C1)C1=CC=CC=C1